3-Amino-N-methylcyclohexanecarboxamide NC1CC(CCC1)C(=O)NC